2-{3-[3-(2-hydroxypropan-2-yl)-4-methylpiperazin-1-yl]-1,2,4-triazin-6-yl}-5-{6-[(2H3)methyloxy]pyrimidin-4-yl}phenol dihydrochloride Cl.Cl.OC(C)(C)C1CN(CCN1C)C=1N=NC(=CN1)C1=C(C=C(C=C1)C1=NC=NC(=C1)OC([2H])([2H])[2H])O